N-(2-(3,3-dimethyl-2-(4-ethylphenyl)cyclobut-1-en-1-yl)phenyl)acetamide CC1(C(=C(C1)C1=C(C=CC=C1)NC(C)=O)C1=CC=C(C=C1)CC)C